iron sulfide calcium [Ca].[Fe]=S